({4'-[(6S)-6-(2-methoxy-2-oxoethyl)-2,3,9-trimethyl-6H-thieno[3,2-f][1,2,4]triazolo[4,3-a][1,4]diazepin-4-yl]-2-(trifluoromethoxy)[1,1'-biphenyl]-4-yl}oxy)acetic acid trifluoroacetate FC(C(=O)O)(F)F.COC(C[C@H]1C=2N(C3=C(C(=N1)C1=CC=C(C=C1)C1=C(C=C(C=C1)OCC(=O)O)OC(F)(F)F)C(=C(S3)C)C)C(=NN2)C)=O